CC1(C(=O)OC1C)C1=CC=CC=C1 α-methyl-α-phenyl-β-butyrolactone